(6S,7R)-6-((S)-5H-imidazo[5,1-a]isoindol-5-yl)-4,5,6,7-tetrahydro-1H-indazol-7-ol C=1N=CN2C1C1=CC=CC=C1[C@@H]2[C@@H]2CCC=1C=NNC1[C@@H]2O